ClC=1C2=C(N=C(N1)NC1C3CC4(CC(CC1C4)C3)O)N(C=C2)[C@H](CO)CC 4-[(4-chloro-7-[(3S)-oxapent-3-yl]-7H-pyrrolo[2,3-d]pyrimidin-2-yl)amino]adamantan-1-ol